ethyl (S)-3-amino-3-(4-(3-methylbenzyl)phenyl)propanoate N[C@@H](CC(=O)OCC)C1=CC=C(C=C1)CC1=CC(=CC=C1)C